N-(1-((1s,3s)-3-ethoxycyclobutyl)-3-(pyridin-2-yl)-1H-pyrazol-4-yl)-2-(5-fluoro-1H-pyrazol-4-yl)thiazole-4-carboxamide C(C)OC1CC(C1)N1N=C(C(=C1)NC(=O)C=1N=C(SC1)C=1C=NNC1F)C1=NC=CC=C1